C1(=C2N(C=N1)CCC2)C(C(NC=2SC=CN2)=O)N2N=C1C(=C(C=CC1=C2)C=2C=CC(=NC2)N2CCC(CC2)(O)CC(=O)O)F 2-[1-[5-[2-[1-(6,7-dihydro-5H-pyrrolo[1,2-c]imidazol-1-yl)-2-oxo-2-(thiazol-2-ylamino)ethyl]-7-fluoro-indazol-6-yl]-2-pyridyl]-4-hydroxy-4-piperidyl]acetic acid